ClC=1C=C2[C@]3(C(N(C2=CC1)C)=O)[C@H](C3)C(=O)O |r| rac-(1R*,2S*)-5'-chloro-1'-methyl-2'-oxospiro[cyclopropane-1,3'-indoline]-2-carboxylic acid